C1(=CC=CC=C1)O.[I].[I].[I] tri-iodine phenol